FC1(CN(C1)C(=O)C1CCC(CC1)NC1=NN2C(C=N1)=C(C=C2)C2=CC=C1C(=N2)N(C(=N1)C)CC(F)F)F (3,3-difluoroazetidin-1-yl)((1s,4s)-4-((5-(3-(2,2-difluoroethyl)-2-methyl-3H-imidazo[4,5-b]pyridin-5-yl)pyrrolo[2,1-f][1,2,4]triazin-2-yl)amino)cyclohexyl)methanone